(R)-2-((4-(hydroxyimino)-1-oxo-1,4-dihydronaphthalen-2-yl)amino)-3-phenyl-N-(2-fluoro-4-methylphenyl)-propionamide ON=C1C=C(C(C2=CC=CC=C12)=O)N[C@@H](C(=O)NC1=C(C=C(C=C1)C)F)CC1=CC=CC=C1